BrC=1C=CC=2N(C1)C(=CN2)C2=NC(=NC=C2)C2(CC=C(N=C2)NCCC)N 5-(4-(6-bromoimidazo[1,2-a]pyridin-3-yl)pyrimidin-2-yl)-N2-propylpyridine-2,5-diamine